(R)-N-(3-((4-amino-1-methyl-1H-pyrazolo[3,4-d]pyrimidin-3-yl)ethynyl)-4-methylphenyl)-3-phenylisoxazolidin-2-carboxamide NC1=C2C(=NC=N1)N(N=C2C#CC=2C=C(C=CC2C)NC(=O)N2OCC[C@@H]2C2=CC=CC=C2)C